5-chloro-2-(2-fluoro-4-pyridyl)-4-(4-piperidinylsulfanyl)-1H-pyrimidin-6-one ClC1=C(N=C(NC1=O)C1=CC(=NC=C1)F)SC1CCNCC1